N-octadecenyl-9-phenyl-8-methoxy-2,2-dimethyl-pyrano[3,2-h]quinolin-6-one C(=CCCCCCCCCCCCCCCCC)N1C(=C(C=C2C(C=C3C(=C12)OC(C=C3)(C)C)=O)OC)C3=CC=CC=C3